C[Si](N([Si](C)(C)C)CC[Si](OC)(OC)C)(C)C N,N-bis(trimethylsilyl)aminoethylmethyldimethoxysilane